(S)-2-((tert-Butoxycarbonyl)amino)-4-(4-(trifluoromethyl)phenyl)butanoic acid C(C)(C)(C)OC(=O)N[C@H](C(=O)O)CCC1=CC=C(C=C1)C(F)(F)F